NC=1C(C=2C=CC=NC2C(C1Br)=O)=O 6-Amino-7-bromo-5,8-quinolinedione